tert-butyl 5-chloro-2-(hydroxymethyl)-1H-indole-1-carboxylate ClC=1C=C2C=C(N(C2=CC1)C(=O)OC(C)(C)C)CO